perfluoro-1-decanol FC(C(C(C(C(C(C(C(C(C(F)(F)F)(F)F)(F)F)(F)F)(F)F)(F)F)(F)F)(F)F)(F)F)(O)F